CS(=O)(=O)N1CCCC2=CC=CC(=C12)N (methanesulfonyl)-1,2,3,4-tetrahydroquinolin-8-amine